C12N(N(C(CC1)C2)C(=O)OC(C)(C)C)C(=O)O[C@H]2C[C@H](CC2)C2=CC(=NN2)NC(=O)OCC2=CC=CC=C2 2-((1R,3S)-3-(3-(((benzyloxy)carbonyl)amino)-1H-pyrazol-5-yl)cyclopentyl) 3-(tert-butyl) 2,3-diazabicyclo[2.2.1]heptane-2,3-dicarboxylate